ClC=1C=CC2=C3C=4N(C[C@H](NC(C4SC3=CC=C2N1)=O)C)C (15R)-5-chloro-15,17-dimethyl-11-thia-6,14,17-triazatetracyclo[8.8.0.02,7.012,18]octadeca-1,3,5,7,9,12(18)-hexaen-13-one